FC1=C(C(=CC=C1OC)N1N=C(N=C1)C(F)(F)F)CNC(=O)C=1C=NN(C1)CC1=CC=C2CCN(CC2=C1)C(C)C N-({2-fluoro-3-methoxy-6-[3-(trifluoromethyl)-1,2,4-triazol-1-yl]phenyl}methyl)-1-[(2-isopropyl-3,4-dihydro-1H-isoquinolin-7-yl)methyl]pyrazole-4-carboxamide